NC[C@H]1OC([C@H]2[C@@H]1OC(O2)(C)C)O (3aR,6R,6aR)-6-(aminomethyl)-2,2-dimethyl-3a,4,6,6a-tetrahydrofuro[3,4-d][1,3]dioxol-4-ol